N-((4R,5S)-7-ethyl-4-(4-fluorophenyl)-3-((N-methylcyanamido)methyl)-6-oxo-1-phenyl-4,5,6,7-tetrahydro-1H-pyrazolo[3,4-b]pyridin-5-yl)-3-(trifluoromethyl)benzamide C(C)N1C2=C([C@H]([C@@H](C1=O)NC(C1=CC(=CC=C1)C(F)(F)F)=O)C1=CC=C(C=C1)F)C(=NN2C2=CC=CC=C2)CN(C#N)C